1-((2-(bis(3-chloro-4-fluorophenyl)methyl)-1H-imidazol-5-yl)sulfonyl)-N,N-dimethylpyrrolidin-3-amine ClC=1C=C(C=CC1F)C(C=1NC(=CN1)S(=O)(=O)N1CC(CC1)N(C)C)C1=CC(=C(C=C1)F)Cl